1-[5-(1,3-benzodioxolan-5-yl)-1-oxo-2,4-pentadienyl]-piperidine O1COC2=C1C=CC(=C2)C=CC=CC(=O)N2CCCCC2